4-(4-(cyclopent-1-en-1-yl)phenyl)-1H-indazol-3-amine C1(=CCCC1)C1=CC=C(C=C1)C1=C2C(=NNC2=CC=C1)N